zinc bis-(diphenylphosphinate) C1(=CC=CC=C1)P([O-])(=O)C1=CC=CC=C1.C1(=CC=CC=C1)P([O-])(=O)C1=CC=CC=C1.[Zn+2]